methyl-tertiary butyl-octyl-dimethoxysilane CCO[Si](OC)(CCCCCCCC)C(C)(C)C